(s)-2-(4-(2-chlorophenoxy)-2-oxo-2,5-dihydro-1H-pyrrol-1-yl)-N-(1-((R)-2,3-dihydroxypropyl)-1H-pyrazol-3-yl)-4-methylpentanamide ClC1=C(OC2=CC(N(C2)[C@H](C(=O)NC2=NN(C=C2)C[C@H](CO)O)CC(C)C)=O)C=CC=C1